3',6'-dihydroxy-3H-spiro[2-benzofuran-1,9'-xanthene]-3-one OC=1C=CC=2C3(C4=CC=C(C=C4OC2C1)O)OC(C1=C3C=CC=C1)=O